ClC1=CC(=C2C(=N1)C(=NN2COCC[Si](C)(C)C)N(C)C)C=O 5-chloro-3-(dimethylamino)-1-((2-(trimethylsilyl)ethoxy)methyl)-1H-pyrazolo[4,3-b]pyridine-7-carbaldehyde